(E)-N-((1,2,3,5,6,7-hexahydro-s-indacen-4-yl)carbamoyl)-2-(2-methyl-1-(oxetan-3-yl)azetidin-2-yl)ethene-1-sulfonamide C1CCC2=C(C=3CCCC3C=C12)NC(=O)NS(=O)(=O)\C=C\C1(N(CC1)C1COC1)C